(3S)-ethylmorpholine C(C)N1CCOCC1